3-[[3-fluoro-5-hydroxy-4-(1,1,4-trioxo-1,2,5-thiadiazolidin-2-yl)phenyl]carbamoylamino]-N-isobutyl-bicyclo[1.1.1]pentane-1-carboxamide FC=1C=C(C=C(C1N1S(NC(C1)=O)(=O)=O)O)NC(=O)NC12CC(C1)(C2)C(=O)NCC(C)C